C(C)(=O)C1=C(C=C(S1)C(C(C(=O)O)(C)C)C1=CC(=C(C=C1)C)COCC1=CC=C(C=C1)OC)OC 3-(5-acetyl-4-methoxythiophen-2-yl)-3-(3-{[(4-methoxybenzyl)oxy]methyl}-4-methylphenyl)-2,2-dimethylpropionic acid